CNC1CCN(CC1)C1CC2(C1)CCNCC2 N-methyl-1-(7-azaspiro[3.5]nonan-2-yl)piperidin-4-amine